C(C1=CC=CC=C1)OC1=C(C(=C2C=CC(=CC2=C1)C(=O)NCC1CCN(CC1)C1=CC2=C(N(C(N2C)=O)C2C(NC(CC2)=O)=O)C=C1)F)N1S(NC(C1)=O)(=O)=O 7-benzyloxy-N-[[1-[1-(2,6-dioxo-3-piperidyl)-3-methyl-2-oxo-benzimidazol-5-yl]-4-piperidyl]methyl]-5-fluoro-6-(1,1,4-trioxo-1,2,5-thiadiazolidin-2-yl)naphthalene-2-carboxamide